CC1CC=2C=CC=N(C2CC1)=O 6-methyl-1-oxo-5,6,7,8-tetrahydro-1λ5-Quinoline